3-(2-chloro-3-(1,4-benzodioxan-6-yl)anilino)isothiazolo[4,5-b]pyrazin-6-al ClC1=C(NC2=NSC=3C2=NC=C(N3)C=O)C=CC=C1C1=CC3=C(OCCO3)C=C1